2-methylmalonic acid 1,3-dimethyl ester COC(C(C(=O)OC)C)=O